O=C1N2C(N=NN1CCOC(F)(F)F)=C(N=C2)C(=O)O 4-Oxo-3-(2-(trifluoromethoxy)ethyl)-3,4-dihydroimidazo[5,1-d][1,2,3,5]tetrazine-8-carboxylic Acid